benzo[c][1,2,5]oxadiazol-5-yl-methanol 2-Cyanoethyl-4-(4-cyano-2,3-dihydro-1-benzofuran-7-yl)-5-hydroxy-2,8-dimethyl-1,4-dihydro-1,6-naphthyridine-3-carboxylate C(#N)CCN1C(=C(C(C2=C(N=CC(=C12)C)O)C1=CC=C(C=2CCOC21)C#N)C(=O)OCC2=CC=1C(=NON1)C=C2)C